(8S,9R,10S,11S,13S,14S,16R,17R)-9-fluoro-l-1,17-dihydroxy-17-(2-hydroxyacetyl)-10,13,16-trimethyl-6,7,8,11,12,14,15,16-octahydrocyclopenta[a]phenanthren-3-one F[C@]12CC[C@@]3([C@]([C@@H](C[C@H]3[C@@H]1CCC1=CC(C=C([C@@]21C)O)=O)C)(C(CO)=O)O)C